FC1=C(C=C(C=C1C)C1=C(C=CC=C1C)C)[C@H](CC(=O)O)NC([C@H](CC(C)C)N1N=C(C=C(C1=O)C)CCN1CC(C1)C(F)(F)F)=O (S)-3-(4-fluoro-2',5,6'-trimethyl-[1,1'-biphenyl]-3-yl)-3-((S)-2-(3-(2-(3-(trifluoromethyl)azetidin-1-yl)ethyl)-5-methyl-6-oxopyridazin-1(6H)-yl)-4-methyl-valerylamino)propionic acid